2-(3-{5-[(R)-(1,3-dimethyl-azetidin-3-yl)-hydroxy-(4-isopropenyl-phenyl)-methyl]-pyridin-3-yl}-[1,2,4]Oxadiazol-5-yl)-propan-2-ol CN1CC(C1)(C)[C@@](C=1C=C(C=NC1)C1=NOC(=N1)C(C)(C)O)(C1=CC=C(C=C1)C(=C)C)O